BrCC1=C(C=CC=C1)CS(=O)(=O)F (2-(bromomethyl)phenyl)methanesulfonyl fluoride